7-{1-[1-(2-fluorophenyl)-1H-1,2,3-triazol-4-yl]Ethyl}-5-iodo-7H-pyrrolo[2,3-d]Pyrimidin-4-amine FC1=C(C=CC=C1)N1N=NC(=C1)C(C)N1C=C(C2=C1N=CN=C2N)I